tert-butyl ((2-(3-((1s,3s)-3-methoxy-1-(4-methyl-4H-1,2,4-triazol-3-yl)cyclobutyl)phenyl)-3-oxo-7-(trifluoromethyl)isoindolin-5-yl)methyl)(1-methylcyclobutyl)carbamate COC1CC(C1)(C1=NN=CN1C)C=1C=C(C=CC1)N1CC2=C(C=C(C=C2C1=O)CN(C(OC(C)(C)C)=O)C1(CCC1)C)C(F)(F)F